1,4-di(2-hydroxypropyl)piperazine OC(CN1CCN(CC1)CC(C)O)C